methylenemethanedisulfonic acid C=C(S(=O)(=O)O)S(=O)(=O)O